FC=1C=C(C(=O)C=2C=C(NC2)C(=O)[O-])C=CC1 4-(3-fluorobenzoyl)-1H-pyrrole-2-carboxylate